(2R,3R)-3-hydroxy-2-methylazetidine-1-carboxylic acid tert-butyl ester C(C)(C)(C)OC(=O)N1[C@@H]([C@@H](C1)O)C